COC=1C=C(C(=O)N2C[C@@H](CCC2)NC(OC(C)(C)C)=O)C=C(C1NC)[N+](=O)[O-] (R)-tert-butyl (1-(3-methoxy-4-(methylamino)-5-nitrobenzoyl)piperidin-3-yl)carbamate